6-benzyl-N4-(cyclopropylmethyl)-N2-methylpyridine-2,4-dicarboxamide C(C1=CC=CC=C1)C1=CC(=CC(=N1)C(=O)NC)C(=O)NCC1CC1